ClC=1C=C(C=C(C1)Cl)NC(=O)C1(OCCS1)C(=O)N[C@H]1C=C[C@H](C1)C(=O)OC methyl (1S,4R)-4-[[2-[(3,5-dichlorophenyl)carbamoyl]-1,3-oxathiolane-2-carbonyl]amino]cyclopent-2-ene-1-carboxylate